N1-[5-(benzyloxy)pentyl]-4-bromo-3-methylbenzene-1,2-diamine C(C1=CC=CC=C1)OCCCCCNC=1C(=C(C(=CC1)Br)C)N